4-(2-hydrazinopropyl)morpholine dihydrochloride Cl.Cl.N(N)C(CN1CCOCC1)C